N-(3-chloro-5-(2-(3-methoxy-5-(trifluoromethoxy)phenyl)propan-2-yl)phenyl)-5-(2-(methylsulfonyl)propan-2-yl)benzo[b]thiophene-2-carboxamide ClC=1C=C(C=C(C1)C(C)(C)C1=CC(=CC(=C1)OC(F)(F)F)OC)NC(=O)C1=CC2=C(S1)C=CC(=C2)C(C)(C)S(=O)(=O)C